FC1(C2CN(C(C1)C2)C2=NC(=CC=C2C(C)O)N2C=NC1=C2C=CC(=C1)NC=1N=NC(=CC1)C)F 1-[2-(5,5-difluoro-2-azabicyclo[2.2.1]heptan-2-yl)-6-[5-[(6-methylpyridazin-3-yl)amino]benzimidazol-1-yl]-3-pyridinyl]ethanol